C(C)(=O)N1CC(C1)C1=C(N=C(S1)N(C)C=1N=NC(=C(C1)C)NC=1SC2=C(N1)C=CC=C2)C(=O)O 5-(1-acetylazetidin-3-yl)-2-({6-[(1,3-benzothiazol-2-yl)amino]-5-methylpyridazin-3-yl}(methyl)amino)-1,3-thiazole-4-carboxylic acid